racemic-tert-butyl 3-(6-[[(benzyloxy) carbonyl] amino]-3-cyano-5,6,7,8-tetrahydronaphthalen-2-yl)-3,8-diazabicyclo[3.2.1]octane-8-carboxylate C(C1=CC=CC=C1)OC(=O)NC1CC=2C=C(C(=CC2CC1)N1CC2CCC(C1)N2C(=O)OC(C)(C)C)C#N